(3R)-3-(tert-butoxycarbonylamino)-8-fluoro-4-oxo-5-[[4-[5-(trifluoromethyl)-1,2,4-oxadiazol-3-yl]phenyl]methyl]-2,3-dihydro-1,5-benzothiazepine-7-Carboxylic acid methyl ester COC(=O)C=1C(=CC2=C(N(C([C@H](CS2)NC(=O)OC(C)(C)C)=O)CC2=CC=C(C=C2)C2=NOC(=N2)C(F)(F)F)C1)F